C12CN(CC2C1)C1=C(C=C(C=C1)CN1C=NC(=C1)C(=O)OCC)C#N Ethyl 1-[(4-{3-azabicyclo[3.1.0]hexan-3-yl}-3-cyanophenyl)methyl]-1H-imidazole-4-carboxylate